C(C)(C)(C)S(=O)(=O)C=1C(=CC=2N(C1)C(=CN2)C2=CC(=C(C(=C2)NN)OC)F)OC 6-(tert-butylsulfonyl)-3-(3-fluoro-5-hydrazineyl-4-methoxyphenyl)-7-methoxyimidazo[1,2-a]pyridine